(S)-2-(1H-pyrazol-4-yl)-7-(1-pyrazol-1-ylethyl)-12-oxa-3-thia-6-azatricyclo[6.4.1.04,13]Tridec-1,4(13),7-trien-5-one N1N=CC(=C1)C1=C2OCCCC3=C(NC(C(S1)=C23)=O)[C@H](C)N2N=CC=C2